((4-chlorophenyl)carbamoyl)-L-phenylalanyl-D-glutamic acid ClC1=CC=C(C=C1)NC(=O)N[C@@H](CC1=CC=CC=C1)C(=O)N[C@H](CCC(=O)O)C(=O)O